C(C1=CC=CC=C1)OC(NCCCC[C@@H](CN(CC=1SC=CC1)S(=O)(=O)C)NC(=O)OC(C)(C)C)=O benzyl{(5S)-5-[(tert-butoxycarbonyl)amino]-6-[(methylsulfonyl)(2-thienylmethyl)amino]hexyl}carbamate